FC(C1=NN=C(O1)C1=CC(=C(CN(C(=O)NC2CCS(CC2)(=O)=N)C2=CC=CC=C2)C=C1)F)F 1-(4-(5-(difluoromethyl)-1,3,4-oxadiazol-2-yl)-2-fluorobenzyl)-3-(1-imino-1-oxidotetrahydro-2H-thiopyran-4-yl)-1-phenylurea